N-[2-[4-(hydroxymethyl)cyclohexyl]-6-[(1R,4R)-2-oxa-5-azabicyclo[2.2.1]heptan-5-yl]-1-oxo-isoindolin-5-yl]-6-(trifluoromethyl)pyridine-2-carboxamide OCC1CCC(CC1)N1C(C2=CC(=C(C=C2C1)NC(=O)C1=NC(=CC=C1)C(F)(F)F)N1[C@H]2CO[C@@H](C1)C2)=O